C(=O)O.N1(CCNCCC1)C=1C=2N(C=C(C1)S(=O)(=O)NC1(CC1)C)C(=NC2)C=2SC(=NN2)C(F)F 8-(1,4-diazepan-1-yl)-3-(5-(difluoromethyl)-1,3,4-thiadiazol-2-yl)-N-(1-methylcyclopropyl)imidazo[1,5-a]pyridine-6-sulfonamide formate